5-((4-(((S)-2-hydroxy-1-phenylethyl)amino)-5-(5-(pyridin-2-yl)-1,3,4-oxadiazol-2-yl)pyridin-2-yl)amino)-3-methylbenzo[c][1,2]oxaborol-1(3H)-ol OC[C@H](C1=CC=CC=C1)NC1=CC(=NC=C1C=1OC(=NN1)C1=NC=CC=C1)NC1=CC2=C(B(OC2C)O)C=C1